[C@H]12CNC[C@H](CC1)N2C2=NC(=NC1=CC(=CC=C21)C2=NC=CC(=C2C)C)OC[C@H]2N(CCC2)C 4-((1R,5S)-3,8-diazabicyclo[3.2.1]octan-8-yl)-7-(3,4-dimethylpyridin-2-yl)-2-(((S)-1-methylpyrrolidin-2-yl)methoxy)quinazoline